OC1(CCN(CC12CCCC2)C([C@@H](CC(F)(F)F)C)=O)CN2C(C1=C(N=C(N=C1)N1CCN(CC1)C(=O)OC(C)(C)C)C=C2)=O tert-Butyl 4-(6-((10-hydroxy-7-((R)-4,4,4-trifluoro-2-methylbutanoyl)-7-azaspiro[4.5]decan-10-yl)methyl)-5-oxo-5,6-dihydropyrido[4,3-d]pyrimidin-2-yl)piperazine-1-carboxylate